C1(CC1)C=1N=CC=2C3=C(C=C(C2C1)S(=O)(=O)NCC(C)C)[C@@H](CC3)N3C(=NN=C3)NC=3C=NC=C(C3)C (7R)-3-cyclopropyl-N-(2-methylpropyl)-7-[3-[(5-methylpyridin-3-yl)amino]-1,2,4-triazol-4-yl]-8,9-dihydro-7H-cyclopenta[H]isoquinoline-5-sulfonamide